docosyl hydroxybenzoate OC1=C(C(=O)OCCCCCCCCCCCCCCCCCCCCCC)C=CC=C1